COC(CCCCCC1C(C1)CCCCCCCCCCC(CCCCCCCCC)OC(CCCN(C)C)=O)=O methyl-6-[2-(11-{[4-(dimethylamino)butanoyl]oxy}icosyl)cyclopropyl]hexanoate